diethyl-(acryloyloxyethyl)phosphoramide C(C)NP(=O)(NCCOC(C=C)=O)NCC